The molecule is a member of glucuronic acids and a glycosylglucose. It derives from a D-glucuronic acid. It is a conjugate acid of a 2-(beta-D-glucopyranosyluronate)-D-glucuronate(2-). [C@@H]1([C@@H]([C@H](O[C@H]([C@@H]1O)O[C@@H]2[C@H]([C@@H]([C@H](O[C@H]2O)C(=O)O)O)O)C(=O)O)O)O